3-(o-tolyl)prop-2-ynoic acid C1(=C(C=CC=C1)C#CC(=O)O)C